[6-[3-(1-aminocyclopropyl)-1H-1,2,4-triazol-5-yl]-2-azaspiro[3.3]heptan-2-yl]-[6-[4-fluoro-2-(trifluoromethyl)benzyl]-2-azaspiro[3.3]heptan-2-yl]methanone NC1(CC1)C1=NNC(=N1)C1CC2(CN(C2)C(=O)N2CC3(C2)CC(C3)CC3=C(C=C(C=C3)F)C(F)(F)F)C1